N-(4-cyano-2-fluorophenyl)-6-(pyridin-4-yl)-1H-indole-3-sulfonamide C(#N)C1=CC(=C(C=C1)NS(=O)(=O)C1=CNC2=CC(=CC=C12)C1=CC=NC=C1)F